C1(CC\C=C/CCCCCCCCCC1)=O (4Z)-cyclopentadecan-4-en-1-one